ClC1=CC2=C(C=N1)N(C=N2)COCC[Si](C)(C)C 2-[(6-chloroimidazo[4,5-C]pyridin-3-yl)methoxy]ethyl-trimethyl-silane